tert-butyl (2-amino-4-(5-amino-4-cyano-1-(1,1,1-trifluoropropan-2-yl)-1H-pyrazol-3-yl)-3-hydroxybenzyl)carbamate NC1=C(CNC(OC(C)(C)C)=O)C=CC(=C1O)C1=NN(C(=C1C#N)N)C(C(F)(F)F)C